C(C)(C)(C)OC(=O)N(C=1C=C(C=C2C(C(NC12)=O)(C)N1C[C@@H](CCC1)NC(=O)C1CC2(CN(C2)C(=O)OCCCC)C1)F)CC butyl 6-[[(3R)-1-[7-[tert-butoxycarbonyl(ethyl)amino]-5-fluoro-3-methyl-2-OXO-indolin-3-yl]-3-piperidyl]carbamoyl]-2-azaspiro[3.3]heptane-2-carboxylate